5-[[(1S)-8-methyl-8-azabicyclo[3.2.1]octan-3-yl]amino]thieno[2,3-c]pyridine-2-carbonitrile CN1[C@@H]2CC(CC1CC2)NC=2C=C1C(=CN2)SC(=C1)C#N